trifluoroethyl-cyclopropane FC(CC1CC1)(F)F